5-(2,3-dimethylphenyl)-6-methoxy-3-(1-((1-methyl-1H-1,2,4-triazol-5-yl)methyl)-1H-pyrazol-4-yl)-1H-pyrazolo[4,3-b]pyridine CC1=C(C=CC=C1C)C1=C(C=C2C(=N1)C(=NN2)C=2C=NN(C2)CC2=NC=NN2C)OC